(2S)-2-[chlorocarbonyl-(methyl)amino]-3-phenyl-propionic acid tert-butyl ester C(C)(C)(C)OC([C@H](CC1=CC=CC=C1)N(C)C(=O)Cl)=O